methyl O-Methyl-N-(8-(4-(trifluoromethyl) cyclohex-1-en-1-yl) quinoline-3-carbonyl)-D-serinate COC[C@@H](NC(=O)C=1C=NC2=C(C=CC=C2C1)C1=CCC(CC1)C(F)(F)F)C(=O)OC